O=C(CN1N=C(C2=CC=CC=C12)C=1CCN(CC1)C(=O)OC(C)(C)C)N1[C@@H](CCC1)C(F)(F)F tert-Butyl 4-(1-{2-oxo-2-[(2S)-2-(trifluoromethyl)pyrrolidin-1-yl]ethyl}-1H-indazol-3-yl)-1,2,3,6-tetrahydropyridine-1-carboxylate